8-[1-[[6-chloro-2-(1-hydroxy-2,3,1-benzoxazaborinin-6-yl)-3-pyridyl]amino]ethyl]-2-isopropyl-3,6-dimethyl-chromen-4-one ClC1=CC=C(C(=N1)C=1C=CC2=C(C=NOB2O)C1)NC(C)C=1C=C(C=C2C(C(=C(OC12)C(C)C)C)=O)C